tert-butyl (S)-3-aminoazepane-1-carboxylate N[C@@H]1CN(CCCC1)C(=O)OC(C)(C)C